[Si]([O-])([O-])([O-])[O-].[Zn+2].[Fe+2] iron-zinc silicate